1-{1-(pyrimidin-2-yl)-1H-1,2,4-triazol-5-yl}ethane-1-amine dihydrochloride Cl.Cl.N1=C(N=CC=C1)N1N=CN=C1C(C)N